C(C(C)C)C1=C(C=CC=C1)C1=NC(=NC(=C1C(F)(F)F)OC1=CC=C(C=C1)C1CCN(CC1)C)NS(=O)(=O)C=1C=NN(C1)C N-[4-(2-isobutylphenyl)-6-[4-(1-methyl-4-piperidyl)phenoxy]-5-(trifluoromethyl)pyrimidin-2-yl]-1-methyl-pyrazole-4-sulfonamide